2-(aminooxy)-2-methylpropionate hydrochloride Cl.NOC(C(=O)O)(C)C